[C@H]12CC(C[C@H](CCC1)N2)N(C2=CC=C(N=N2)C2=C(C=C(C=C2)/C=C/C(=O)N(C)C)O)C (E)-3-(4-(6-(((1R,3s,5S)-9-azabicyclo[3.3.1]nonan-3-yl)(methyl)amino)pyridazin-3-yl)-3-hydroxyphenyl)-N,N-dimethylacrylamide